N-(4-(4-amino-2-ethyl-1H-imidazo[4,5-c]quinolin-1-yl)butyl)-2,3,5,6-tetrafluorobenzamide NC1=NC=2C=CC=CC2C2=C1N=C(N2CCCCNC(C2=C(C(=CC(=C2F)F)F)F)=O)CC